3-sulfanylpropan-1-ol SCCCO